O=C(CCC)[NH3+] oxobutan-1-aminium